24-(4-(1,2,4,5-tetrazin-3-yl)phenyl)-1,1,1-trifluoro-3,3-dimethyl-6,22-dioxo-10,13,16,19-tetraoxa-3,7,23-triaza-1-boratetracosan-3-ium-1-uide N1=NC(=NN=C1)C1=CC=C(C=C1)CNC(CCOCCOCCOCCOCCNC(CC[N+](C[B-](F)(F)F)(C)C)=O)=O